C1(CCCC1)CN1CC(CCC1)C1=CC=C(C=C1)C1=CC=C(C=C1)O 4'-(1-(cyclopentylmethyl)piperidin-3-yl)-[1,1'-biphenyl]-4-ol